NCC1=C(C=C(C=C1)C1=C(C=NC=C1)C1CN(CCC1)C(=O)OC(C)(C)C)C tert-butyl 3-(4-(4-(aminomethyl)-3-methylphenyl)pyridin-3-yl)piperidine-1-carboxylate